CC1(C(=O)OCC1)C1=CC=CC=C1 methyl-α-phenyl-γ-butyrolactone